ethyl (2-cyano-2-(2-(3,5-dichloro-4-((6-oxo-1-(3-(trifluoromethyl)benzyl)-1,6-dihydropyridin-3-yl)oxy)phenyl)hydrazono)acetyl)carbamate C(#N)C(C(=O)NC(OCC)=O)=NNC1=CC(=C(C(=C1)Cl)OC1=CN(C(C=C1)=O)CC1=CC(=CC=C1)C(F)(F)F)Cl